FC(CN1N=CC=2C1=NC(=CN2)N2CCC1(CCN(C1=O)C1=NC=C(C=C1F)C(F)(F)F)CC2)F 8-(1-(2,2-difluoroethyl)-1H-pyrazolo[3,4-b]pyrazin-6-yl)-2-(3-fluoro-5-(trifluoromethyl)pyridin-2-yl)-2,8-diazaspiro[4.5]decan-1-one